N-((1s,3s)-3-(6-((4-(4-((1-(2-(2,6-dioxopiperidin-3-yl)-1,3-dioxoisoindolin-5-yl)piperidin-4-yl)methyl)piperazin-1-yl)phenyl)amino)-9H-purin-9-yl)cyclobutyl)-6-fluoropicolinamide O=C1NC(CC[C@@H]1N1C(C2=CC=C(C=C2C1=O)N1CCC(CC1)CN1CCN(CC1)C1=CC=C(C=C1)NC1=C2N=CN(C2=NC=N1)C1CC(C1)NC(C1=NC(=CC=C1)F)=O)=O)=O